FC(S(=O)(=O)[O-])(F)F.S(=O)(=O)(O)CCCC[N+]1=C(NC=C1)C=C sulfobutyl-vinylimidazolium trifluoromethanesulfonate